C(=O)C=1C=CC=C2C(NC(C12)=O)=O 7-formyl-isoindole-1,3(2H)-dione